N-{3-[4-(difluoromethyl)-6-oxo-1,6-dihydropyrimidin-2-yl]-2-fluoro-4-(trifluoromethyl)benzyl}-1-[3-fluoro-5-(trifluoromethyl)pyridin-2-yl]piperidine-4-carboxamide FC(C=1N=C(NC(C1)=O)C=1C(=C(CNC(=O)C2CCN(CC2)C2=NC=C(C=C2F)C(F)(F)F)C=CC1C(F)(F)F)F)F